1-methyl-3-(octahydrocyclopenta[c]pyrrol-5-yl)-1H-pyrazole-4-carboxamide CN1N=C(C(=C1)C(=O)N)C1CC2C(CNC2)C1